3-amino-N-[(2,6-difluorophenyl)methyl]-6-(1-methyl-6-oxo-1,6-dihydropyridin-3-yl)-5-(5-methylfuran-2-yl)pyrazine-2-carboxamide NC=1C(=NC(=C(N1)C=1OC(=CC1)C)C1=CN(C(C=C1)=O)C)C(=O)NCC1=C(C=CC=C1F)F